C(C)OC(=O)C=1C(=NN2C1C(=C(C=C2)NC(=O)OC(C)(C)C)F)C 5-((tert-Butoxycarbonyl)amino)-4-fluoro-2-methylpyrazolo[1,5-a]pyridine-3-carboxylic acid ethyl ester